C(C)(C)(C)OC(=O)N1C2(CC2)CN(CC1)C1=CC(=C(C=C1)N)F 7-(4-amino-3-fluorophenyl)-4,7-diazaspiro[2.5]octane-4-carboxylic acid tert-butyl ester